COC(C1CCN(CC1)C1=CC=C(C=C1)[C@H]1[C@H](C[C@H](C2=CC(=CC=C12)OC)C)C1=CC=CC=C1)OC 4-(dimethoxymethyl)-1-(4-((1R,2S,4R)-6-methoxy-4-methyl-2-phenyl-1,2,3,4-tetrahydronaphthalen-1-yl)phenyl)piperidine